CNC1=NC=CC=C1CN(CC(=O)O)C (2-(methylamino)pyridin-3-yl)methyl-N-methylglycine